1-((-)-1-(3-chloro-5-fluoro-2-((2-methyl-4-(1-methyl-1H-1,2,4-triazol-5-yl)quinolin-8-yloxy)methyl)phenyl)ethyl)-3-fluoropyrrolidin-2-one ClC=1C(=C(C=C(C1)F)C(C)N1C(C(CC1)F)=O)COC=1C=CC=C2C(=CC(=NC12)C)C1=NC=NN1C